4-nitrobenzenesulfonic acid hydrate O.[N+](=O)([O-])C1=CC=C(C=C1)S(=O)(=O)O